keto-6-deoxy-mannose O=C[C@@H](O)[C@@H](O)[C@H](O)[C@H](O)C